C(C)C(C(=O)N1[C@H](C[C@H](C2=CC=CC=C12)NC1=CC=C(C=C1)Br)C)C Ethyl-1-((2S,4R)-4-((4-bromophenyl)amino)-2-methyl-3,4-dihydroquinolin-1(2H)-yl)propan-1-one